ClC1=CC=C(C(=O)N(CC(F)(F)F)C=2C=C3CN(C(C3=CC2)=O)C2C(NC(CC2)=O)=O)C=C1 4-chloro-N-(2-(2,6-dioxopiperidin-3-yl)-1-oxoisoindolin-5-yl)-N-(2,2,2-trifluoroethyl)benzamide